FC1(CC(C1)N(C(=O)C1=C(OC=2C(=NC=NC2)N2CC3(C2)CCN(CC3)C(=O)OC(C)(C)C)C=CC(=C1)F)C(C)C)F tert-butyl 2-(5-(2-((3,3-difluorocyclobutyl) (isopropyl) carbamoyl)-4-fluorophenoxy) pyrimidin-4-yl)-2,7-diazaspiro[3.5]nonane-7-carboxylate